BrC1=CN=C(C2=CC=CC=C12)C1CCCCC1 4-bromo-1-cyclohexylisoquinoline